tert-butyl (5-(pyridin-4-yl)isochroman-1-yl)methylcarbamate N1=CC=C(C=C1)C1=C2CCOC(C2=CC=C1)CNC(OC(C)(C)C)=O